(±)-5-Benzyl-N-(2-oxo-8-((4-(pyridin-4-yl)piperazin-1-yl)methyl)-2,3,4,5-tetrahydro-1H-benzo[b]azepin-3-yl)-1H-1,2,4-triazole-3-carboxamid C(C1=CC=CC=C1)C1=NC(=NN1)C(=O)N[C@@H]1CCC2=C(NC1=O)C=C(C=C2)CN2CCN(CC2)C2=CC=NC=C2 |r|